4-n-heptyl-4'-cyanobiphenyl C(CCCCCC)C1=CC=C(C=C1)C1=CC=C(C=C1)C#N